2-(2-(5,5-Dimethyl-1,4-dioxan-2-yl)-5-fluorophenyl)-2-((R)-3-(4-(5,6,7,8-tetrahydro-1,8-naphthyridin-2-yl)butoxy)pyrrolidin-1-yl)acetic acid CC1(OCC(OC1)C1=C(C=C(C=C1)F)C(C(=O)O)N1C[C@@H](CC1)OCCCCC1=NC=2NCCCC2C=C1)C